C(CCOC=1C=C2C(=NC1OC)CN(C2)C(C[C@@H](C(=O)O)C)=O)OC=2C=C1C(=NC2OC)CN(C1)C(C[C@@H](C(=O)O)C)=O (2S,2'S)-4,4'-((propane-1,3-diylbis(oxy))bis(2-methoxy-5,7-dihydro-6H-pyrrolo[3,4-b]pyridine-3,6-diyl))bis(2-methyl-4-oxobutanoic acid)